7-bromo-1-(4-fluoro-3-methylphenyl)-5-hydroxy-2-methyl-1H-indole-3-carbonitrile BrC=1C=C(C=C2C(=C(N(C12)C1=CC(=C(C=C1)F)C)C)C#N)O